CN(C1CCC(CC1)NC=1N=CC2=C(N1)C=C(O2)C=2C=CC(=C(C2)NS(=O)(=O)CC2=CC=C(C=C2)F)F)C N-(5-(2-(((1r,4r)-4-(dimethylamino)cyclohexyl)amino)furo[3,2-d]pyrimidin-6-yl)-2-fluorophenyl)-1-(4-fluorophenyl)methanesulfonamide